2-methyl-2-(5-methylpyrimidine-2-yl)propanal CC(C=O)(C)C1=NC=C(C=N1)C